O=C1CC(C1)CC1CCN(CC1)C(=O)OC(C)(C)C tert-butyl 4-[(3-oxocyclobutyl)methyl]piperidine-1-carboxylate